[Br-].NC(CC)C=1N(C(=NC1)C)C 1-aminopropyl-2,3-dimethylimidazole bromide